1-Methyl-2-(6-trifluoromethoxy-benzothiazol-2-ylamino)-1H-benzoimidazole-5-carboxylic acid 4-hydroxy-benzylamide OC1=CC=C(CNC(=O)C2=CC3=C(N(C(=N3)NC=3SC4=C(N3)C=CC(=C4)OC(F)(F)F)C)C=C2)C=C1